CN1CCN(CCC1)C1=C(C=NC2=CC=C(C=C12)OC(F)(F)F)S(=O)(=O)C1=CC=C(C=C1)[N+](=O)[O-] 4-(4-methyl-1,4-diazepan-1-yl)-3-((4-nitrophenyl)sulfonyl)-6-(trifluoromethoxy)quinoline